ClC1=C(OCC(C(=O)N[C@@H]2[C@H](CN(CC2)C(=O)OC(C)(C)C)C)(F)F)C=CC=C1 tert-butyl (3S,4S)-4-(3-(2-chlorophenoxy)-2,2-difluoropropanamido)-3-methylpiperidine-1-carboxylate